C=C1C(C=CC=C1C)C 1-methylene-2,6-dimethylbenzene